chlorobenzyl (4-((1-(dimethylcarbamoyl)piperidin-4-yl)methyl)phenyl)carbamate CN(C(=O)N1CCC(CC1)CC1=CC=C(C=C1)NC(OC(C1=CC=CC=C1)Cl)=O)C